C(C)(C)(C)OCCOCCOC diethylene glycol methyl tertbutyl ether